5-(N-[phenpropyl]amino)-3-(1-methyl-1,2,3,6-tetrahydro-pyridin-4-yl)pyrrolo[3,2-b]pyridine C(CCC1=CC=CC=C1)NC1=CC=C2C(=N1)C(=CN2)C=2CCN(CC2)C